3,3,5-trimethyl-cyclohexane CC1(CCCC(C1)C)C